NC1=CC=C(C=C1)S(=O)(=O)NC1=NSC(=C1)C 4-amino-N-(5-methylisothiazole-3-yl)benzenesulfonamide